potassium 2-hydroxyl-5-[2,3,5,6-tetrafluoro-4-(trifluoromethyl)benzylamino]benzoate OC1=C(C(=O)[O-])C=C(C=C1)NCC1=C(C(=C(C(=C1F)F)C(F)(F)F)F)F.[K+]